benzoic acid-3-chloro-1-propyl ester ClCCCOC(C1=CC=CC=C1)=O